5-bromo-4-(bromomethyl)-2-methyl-1,3-oxazole BrC1=C(N=C(O1)C)CBr